C1(CC1)CC(=O)N[C@@H](CCO[C@@H]1C[C@H](C1)CCC1=NC=2NCCCC2C=C1)C(=O)O N-(2-cyclopropylacetyl)-O-(trans-3-(2-(5,6,7,8-tetrahydro-1,8-naphthyridin-2-yl)ethyl)cyclobutyl)homoserine